C(C)OC(=O)C=1N=C(SC1)C1CC1 cyclopropylthiazole-4-carboxylic acid ethyl ester